CC(CC(=O)OCC)(CC(C)C)C ethyl 3,3,5-trimethyl-hexanoate